N-(4-((2-((2,5-dioxopyrrolidin-1-yl)oxy)-2-oxoethyl)thio)-4-methylpentanoyl)-N-methyl-L-alanine O=C1N(C(CC1)=O)OC(CSC(CCC(=O)N([C@@H](C)C(=O)O)C)(C)C)=O